3-[trioctylammonio]propane-1-sulfonic acid C(CCCCCCC)[N+](CCCS(=O)(=O)O)(CCCCCCCC)CCCCCCCC